5-fluorom-xylene FC=1C=C(C=C(C1)C)C